potassium t-butanolate C(C)(C)(C)[O-].[K+]